3-m-chlorophenyl-urea ClC=1C=C(C=CC1)NC(N)=O